2,2,2-Trifluoroethyl (S)-2-amino-3-(5-methoxy-1H-indol-3-yl)propanoate hydrochloride Cl.N[C@H](C(=O)OCC(F)(F)F)CC1=CNC2=CC=C(C=C12)OC